(S)-8-benzyl-6-methyl-2-oxa-5,8-diazaspiro[3.5]nonane C(C1=CC=CC=C1)N1C[C@@H](NC2(COC2)C1)C